NC1=NC=C(C=N1)C=1N=CN2C1N(C(C1=CC(=CC(=C21)C(C)N2CCCC1=NC(=CC=C21)Cl)C)=O)C([2H])([2H])[2H] 3-(2-aminopyrimidin-5-yl)-9-(1-(6-chloro-3,4-dihydro-1,5-naphthyridin-1(2H)-yl)ethyl)-7-methyl-4-(methyl-d3)imidazo[1,5-a]quinazolin-5(4H)-one